amino-1,2-propylene glycol NC(C(C)O)O